C(C)(C)C1=C(NC2=C1N=C(S2)C2CCC(CC2)NCC(C)(O)C)C=2C(=CC=1N(C2)N=CN1)C 1-((4-(6-isopropyl-5-(7-methyl-[1,2,4]triazolo[1,5-a]pyridin-6-yl)-4H-pyrrolo[3,2-d]thiazol-2-yl)cyclohexyl)amino)-2-methylpropan-2-ol